2-(4-(((1-(5-(oxetan-3-ylcarbamoyl)pyrimidin-2-yl)azetidin-3-yl)methyl)carbamoyl)phenyl)-1H-benzo[d]imidazole-4-carboxamide O1CC(C1)NC(=O)C=1C=NC(=NC1)N1CC(C1)CNC(=O)C1=CC=C(C=C1)C1=NC2=C(N1)C=CC=C2C(=O)N